(1S,5S,6R)-5-(4-(3-fluorophenyl)-1H-1,2,3-triazol-1-yl)-7-oxa-3-azabicyclo[4.1.0]Heptane-3-carboxylic acid tert-butyl ester C(C)(C)(C)OC(=O)N1C[C@@H]2O[C@@H]2[C@H](C1)N1N=NC(=C1)C1=CC(=CC=C1)F